C(#N)C=1C=C(C(=NC1)N1CCN(CC1)CC1=CC(=CC(=C1)F)F)NC(=O)C=1C(=NN(C1)C)OC N-(5-cyano-2-(4-(3,5-difluorobenzyl)piperazin-1-yl)pyridin-3-yl)-3-methoxy-1-methyl-1H-pyrazole-4-carboxamide